NC=1N=C(SC1C(C1=CC=C(C=C1)S(=O)(=O)C)=O)N(C1=CC=C(C=C1)F)C(C(=O)N)C (N-[4-amino-5-(4-methylsulfonylbenzoyl)thiazol-2-yl]-4-fluoro-anilino)propanamide